3-methoxy-4-((3-(4-((1'-methyl-[1,4'-bipiperidin]-4-yl)amino)-1-(2,2,2-trifluoroethyl)-1H-indol-2-yl)prop-2-yn-1-yl)amino)benzamide COC=1C=C(C(=O)N)C=CC1NCC#CC=1N(C2=CC=CC(=C2C1)NC1CCN(CC1)C1CCN(CC1)C)CC(F)(F)F